6-((triisopropylsilyl)oxy)hexanal C(C)(C)[Si](OCCCCCC=O)(C(C)C)C(C)C